tris(isobutylphenyl)phosphate C(C(C)C)C1=C(C=CC=C1)OP(=O)(OC1=C(C=CC=C1)CC(C)C)OC1=C(C=CC=C1)CC(C)C